(R)-5-(1-(2-ethoxypropyl)-2-(tetrahydro-2H-pyran-4-yl)-1H-benzo[d]imidazol-6-yl)-1,3-dimethylpyridin-2(1H)-one C(C)O[C@@H](CN1C(=NC2=C1C=C(C=C2)C=2C=C(C(N(C2)C)=O)C)C2CCOCC2)C